C(C)(C)(C)OC([C@@H](C([2H])([2H])C1=CC(=CC=C1)O)[C@@H]1CN(CC1)C(=O)OC(C)(C)C)=O Tert-butyl (R)-3-((S)-1-(tert-butoxy)-3-(3-hydroxyphenyl)-1-oxopropan-2-yl-3,3-d2)pyrrolidine-1-carboxylate